O1C(=CC=C1)/C=C/C(C(C)=O)=O (E)-5-(furan-2-yl)pent-4-ene-2,3-dione